C(C)(C)(C)OC(=O)N(C1=CC(=NC(=C1)C(F)(F)F)NC1=C(C(=C2C(=N1)CCO2)C=2CCCN(CC2)C(=O)OC(C)(C)C)F)C tert-butyl 5-[5-[[4-[tert-butoxycarbonyl(methyl)amino]-6-(trifluoromethyl)-2-pyridyl]amino]-6-fluoro-2,3-dihydrofuro[3,2-b]pyridin-7-yl]-2,3,4,7-tetrahydroazepine-1-carboxylate